S(=O)(=O)(C1=CC=C(C)C=C1)N1C=CC2=C(C=CC=C12)[C@@H](C)O |r| (+/-)-1-(1-tosyl-1H-indol-4-yl)ethanol